6-(3-(1,3-dimethyl-1H-pyrazol-4-yl)-7,8-dihydro-1,6-naphthyridin-6(5H)-yl)-5-methylpyridazine-3-carbonitrile CN1N=C(C(=C1)C=1C=NC=2CCN(CC2C1)C1=C(C=C(N=N1)C#N)C)C